FC(C1=CC=C(C=C1)N1N=CC(=C1COC=1N=CC(=NC1)N1CC(NCC1)=O)C)F 4-(5-((1-(4-(difluoromethyl)phenyl)-4-methyl-1H-pyrazol-5-yl)methoxy)pyrazin-2-yl)piperazin-2-one